2-(dimethylamino)-2-oxoacetic acid CN(C(C(=O)O)=O)C